ClC1=NC=C(C(=N1)C=1C=CC(=C(C1)N(CCCOC=1C=C(C[S@](=O)(C)=NC(OC(C)(C)C)=O)C=C(C1)[N+](=O)[O-])S(=O)(=O)C1=C(C=CC=C1)[N+](=O)[O-])F)F |r| (rac)-tert-butyl {[3-(3-{[5-(2-chloro-5-fluoropyrimidin-4-yl)-2-fluorophenyl][(2-nitrophenyl)sulfonyl]amino}propoxy)-5-nitrobenzyl](methyl)oxido-λ6-sulfanylidene}carbamate